N-(1-(4-((exo-6-Amino-3-azabicyclo[3.1.0]hexan-3-yl)methyl)phenyl)-2-oxo-1,2-dihydropyrimidin-4-yl)-4-(2-aminoethyl)piperidine-1-carboxamide Hydrochloride Salt Cl.NC1C2CN(CC12)CC1=CC=C(C=C1)N1C(N=C(C=C1)NC(=O)N1CCC(CC1)CCN)=O